OC1=C(C=C(C=C1C(C)(C)C)C(=O)O)N1N=C2C(=N1)C=CC=C2 2-(2'-hydroxy-3'-tert-butyl-5'-carboxyphenyl)benzotriazole